[N+](=O)([O-])C1=C(CN2N=C(N=C2N)NC2=NC=CC=C2)C=CC=C1 1-(2-nitrobenzyl)-N3-(pyridin-2-yl)-1H-1,2,4-triazole-3,5-diamine